FC=1C(=NC(=NC1)NC=1N(N=CC1)C)N1C=C(C=2C1=NC=C(C2)NC(C=C)=O)C N-[1-[5-fluoro-2-[(2-methylpyrazol-3-yl)amino]pyrimidin-4-yl]-3-methyl-pyrrolo[2,3-b]pyridin-5-yl]prop-2-enamide